ClC1=CC(=CC=2N=C(OC21)C=2C(=C(C=CC2)C2=C(C(=CC=C2)NC=2N=CC=C1C=C(C=NC21)CN2C[C@H](CC2)O)C)C)CN2CCC(CC2)C(=O)O (S)-1-((7-chloro-2-(3'-(3-((3-hydroxypyrrolidin-1-yl)methyl)-1,7-naphthyridin-8-ylamino)-2,2'-dimethylbiphenyl-3-yl)benzo[d]oxazol-5-yl)methyl)piperidine-4-carboxylic acid